OC(CCCC1=CCCCC1)(C)C 4-(4-hydroxy-4-methyl-pentyl)-3-cyclohexene